NC=1C2=C(N=CN1)C(=NC(=C2)NC([2H])([2H])[2H])C=2C(=C(C=CC2C)O)C (S)-3-(4-amino-6-((methyl-d3)amino)pyrido[3,4-d]pyrimidin-8-yl)-2,4-dimethylphenol